CN1N=CC(=C1)CCOC1=NC(=CC(=N1)N1CCOCC1)N1N=C(C=C1)C1=C(C=CC=C1)C 4-(2-(2-(1-methyl-1H-pyrazol-4-yl)ethoxy)-6-(3-(o-tolyl)-1H-pyrazol-1-yl)pyrimidin-4-yl)morpholine